1-(4-(2-(3,4-difluorophenyl)-1-methyl-1H-benzo[d]imidazol-6-yl)benzyl)-N,N-dimethylpiperidin-4-amine FC=1C=C(C=CC1F)C1=NC2=C(N1C)C=C(C=C2)C2=CC=C(CN1CCC(CC1)N(C)C)C=C2